C(N)(=O)C=1N(N=C2N(CCNC21)C2CN(C2)C(=O)OC(C)(C)C)C2=CC=C(C=C2)OC2=C(C=CC=C2)F tert-butyl 3-{3-carbamoyl-2-[4-(2-fluorophenoxy)phenyl]-2,4,5,6-tetrahydro-7H-pyrazolo[3,4-b]pyrazin-7-yl}azetidine-1-carboxylate